tert-Butyl 4-((2R,3R)-1-(6-(1-hydroxy-8-azaspiro[4.5]decan-8-yl)-2-(trifluoromethyl)pyrimidin-4-yl)-2-methylazetidin-3-yl)piperazine-1-carboxylate OC1CCCC12CCN(CC2)C2=CC(=NC(=N2)C(F)(F)F)N2[C@@H]([C@@H](C2)N2CCN(CC2)C(=O)OC(C)(C)C)C